(S)-9-bromo-10-chloro-7-((2-isopropyl-4-methylpyridin-3-yl)oxy)-3,4,12,12a-tetrahydro-6H-benzo[f]pyrazino[2,1-c][1,4]oxazepine-2(1H)-carboxylic acid tert-butyl ester C(C)(C)(C)OC(=O)N1C[C@H]2COC3=C(CN2CC1)C(=CC(=C3Cl)Br)OC=3C(=NC=CC3C)C(C)C